N[C@@](C(=O)O)(CCCCC#C)C (R)-2-amino-2-methylocta-7-ynoic acid